p-carboxyl-benzaldehyde C(=O)(O)C1=CC=C(C=O)C=C1